C12(CC3CC(CC(C1)C3)C2)C(=O)OCC=2SC=C(N2)CNC2=C3C(N(C(C3=CC=C2)=O)C2C(NC(CC2)=O)=O)=O (4-(((2-(2,6-dioxopiperidin-3-yl)-1,3-dioxoisoindolin-4-yl)amino)methyl)thiazol-2-yl)methyl adamantane-1-carboxylate